C(=O)(OCC)ON=C(C=O)CC1CCCCC1 3-cyclohexylpropane-1,2-dione-2-carboethoxy oxime